C(C)(C)(C)OC(=O)N1[C@@H](CN(CC1)CC1CCN(CC1)C=1C=CC=C2C(=NN(C12)C)C1C(NC(CC1)=O)=O)CO tert-butyl-(2S)-4-((1-(3-(2,6-dioxopiperidin-3-yl)-1-methyl-1H-indazol-7-yl)piperidin-4-yl)methyl)-2-(hydroxymethyl)piperazine-1-carboxylate